FC(C(=O)[O-])(F)F.COC=1C=C(C=CC2=NC(=NC(=C2)C=CC2=CC(=C(C(=C2)OC)OC)OC)OCCNC(=[NH2+])N)C=C(C1OC)OC 2-(4,6-bis(3,4,5-trimethoxystyryl)pyrimidin-2-oxy)ethylguanidinium trifluoroacetate